CO[Si](CCCNCCCN)(OC)OC N-(3-(trimethoxysilyl)propyl)-1,3-propanediamine